tetrakis-hydroxymethyl-cyclohexanol OCC1C(C(CCC1)(O)CO)(CO)CO